5'-((4-(ethylcarbamoyl)pyridin-2,6-diyl)bis(1H-1,2,3-triazole-4,1-diyl))bis(3-fluorobenzoic acid) C(C)NC(=O)C1=CC(=NC(=C1)C=1N=NN(C1)C1=C(C(=O)O)C=CC=C1F)C=1N=NN(C1)C1=C(C(=O)O)C=CC=C1F